2-(2-butan-yl)amino1,7-naphthyridin-4-amine CC(CC)NC1=NC2=CN=CC=C2C(=C1)N